ClC1=CC(=C(C=C1)C1=NC(=NC2=C1N=C(N(C2=O)C)C)[C@H]2C[C@H](OCC2)C=2C=NN(C2)C)F 8-(4-chloro-2-fluorophenyl)-2,3-dimethyl-6-((2S,4R)-2-(1-methyl-1H-pyrazol-4-yl)tetrahydro-2H-pyran-4-yl)pyrimido[5,4-d]pyrimidin-4(3H)-one